C1(CC1)C=1NC(=NN1)C1CC2(CN(C2)C(=O)N2CC3(C2)CCC(CC3)OC3=NC=C(N=C3)C(F)(F)F)C1 [6-(5-cyclopropyl-4H-1,2,4-triazol-3-yl)-2-azaspiro[3.3]heptan-2-yl]-[7-[5-(trifluoromethyl)pyrazin-2-yl]oxy-2-azaspiro[3.5]nonan-2-yl]methanone